(Z)-2-methyl-2,6-heptadiene CC(C)=CCCC=C